Ethyl 6-benzylthio-furo[3,2-c]pyridine-2-carboxylate C(C1=CC=CC=C1)SC1=CC2=C(C=N1)C=C(O2)C(=O)OCC